N-(dimethylsulfamoyl)-N-methoxy-1-[4-[5-(trifluoromethyl)-1,2,4-oxadiazol-3-yl]phenyl]methanamine CN(S(=O)(=O)N(CC1=CC=C(C=C1)C1=NOC(=N1)C(F)(F)F)OC)C